3-((8-chloro-1-(2,6-dichloro-4-fluorophenyl)-2-methyl-4-oxo-1,4-dihydro-1,6-naphthyridin-5-yl)oxy)-N,2,2-trimethylpropanamide ClC=1C=NC(=C2C(C=C(N(C12)C1=C(C=C(C=C1Cl)F)Cl)C)=O)OCC(C(=O)NC)(C)C